C(C=C)C1(CCC1)C(=O)NC=1C=CC(=C2C=CC=NC12)I 1-allyl-N-(5-iodoquinolin-8-yl)cyclobutane-1-carboxamide